6-fluoro-4-methylnaphthalen-1(2H)-one FC=1C=C2C(=CCC(C2=CC1)=O)C